ClC1=C2CN(C(C2=C(C=C1)NC1=C(C(C1=O)=O)OC)=O)CC(=O)N 2-(4-chloro-7-((2-methoxy-3,4-dioxocyclobut-1-en-1-yl)amino)-1-oxoisoindolin-2-yl)acetamide